ClC=1C=CC(=NC1)N(C(=O)OCC1CCC(CC1)COCC(=O)O)C1=CC=CC=C1 2-(((1r,4r)-4-(((5-chloropyridin-2-yl)(phenyl)carbamoyl-oxy)methyl)cyclohexyl)methoxy)acetic acid